C(C)OC(=O)C1=CC(=NC=C1OCC)C#CC 5-ethoxy-2-(prop-1-yn-1-yl)-pyridine-4-carboxylic acid ethyl ester